C(C)C=1C=C(C(=C(C1)[C@H](C(=O)O)N1C[C@@H](CC1)OCCCCCC1=NC=2NCCCC2C=C1)OC)F (R)-2-(5-ethyl-3-fluoro-2-methoxyphenyl)-2-((R)-3-((5-(5,6,7,8-tetrahydro-1,8-naphthyridin-2-yl)pentyl)oxy)pyrrolidin-1-yl)acetic acid